6-bromo-7-(2-(tert-butoxycarbonyl)hydrazino)-3-oxoisoindoline-1-carboxylic acid methyl ester COC(=O)C1NC(C2=CC=C(C(=C12)NNC(=O)OC(C)(C)C)Br)=O